(R,S)-4-(((3,3-dimethyl-4-oxochroman-7-yl)oxy)(pyridin-4-yl)methyl)benzamide CC1(COC2=CC(=CC=C2C1=O)O[C@H](C1=CC=C(C(=O)N)C=C1)C1=CC=NC=C1)C